NC1=NC(=CC(=N1)C=1N=NN(C1)CC1=CC=CC(=N1)[C@H](C)N1C[C@@H](CC1)C(=O)O)C1=CC(=CC=C1)C#N (R)-1-[(S)-1-[6-({4-[2-amino-6-(m-cyanophenyl)-4-pyrimidinyl]-1H-1,2,3-triazol-1-yl}methyl)-2-pyridinyl]ethyl]-3-pyrrolidinecarboxylic acid